N1C=C(C=NC=C1)C1=CC=CC=C1 (1,5-diazepin-3-yl)benzene